FC=1C=CC(=C(C1)[C@H](N1C(C2=CC=CC=C2C1)=O)C=1NC2=CC=CC=C2C1)OC (S)-2-((5-fluoro-2-methoxyphenyl)(1H-indol-2-yl)methyl)isoindolin-1-one